5-(5-chloro-3-methyl-2-pyridinyl)-2,3-dimethyl-7-(2-(1-meth-yl-1H-pyrazol-4-yl)-4-morpholinyl)pyrido-[4,3-d]pyrimidin-4(3H)-one ClC=1C=C(C(=NC1)C1=NC(=CC=2N=C(N(C(C21)=O)C)C)N2CC(OCC2)C=2C=NN(C2)C)C